COCOC1=CC=CC(=N1)C1=CC(NCC1)=O 6-(methoxymethoxy)-5',6'-dihydro-[2,4'-bipyridyl]-2'(1'H)-one